(E)-trideca-2-enenitrile C(\C=C\CCCCCCCCCC)#N